N-(3-(4-(((tetrahydro-2H-pyran-2-yl)oxy)methyl)-1H-1,2,3-triazol-1-yl)propyl)methacrylamide O1C(CCCC1)OCC=1N=NN(C1)CCCNC(C(=C)C)=O